C1=C(C=CC=2OC3=CC=CC=C3CC12)S(=O)(=O)N XANTHENE-2-SULFONAMIDE